CC(CC(=O)OC)C methyl 3-methylbutyrate